ClC1=CC(=C(C=C1)C(F)(F)F)F 4-chloro-2-fluoro-1-(trifluoromethyl)benzene